C(CCC)[N+](CCCC)(CCCC)CCCC.S(=O)(=O)(ON1[C@H]2CCCN(C1=O)C2)[O-] (2S,5S)-7-oxo-1,6-diazabicyclo[3.2.1]oct-6-yl sulfate (tetrabutylammonium) salt